SCC(=O)O[C@@H](COC(CS)=O)[C@H](OC(CS)=O)COC(CS)=O erythritol tetrakis(mercaptoacetate)